(2H-pyrazol-3-yl)-amine N=1NC(=CC1)N